C(CCCCCCC)SCC1=C(C(=CC(=C1)CSCCCCCCCC)OC)O 2,4-dioctylthiomethyl-6-methoxyphenol